COS(=O)(=O)O.CC(=C(C(=O)N)CCCN)C dimethyl-aminopropyl-acrylamide methyl-sulfate